C(C)(C)(C)C1N(CCC2=CC(=C(C=C12)C=O)O)C(=O)OC[C@@H]1[C@H]([C@H]([C@@H](O1)N1C(=NC=2C(=O)N3C(NC=C3)=NC12)SCC(C1=CC=CC=C1)C1=CC=CC=C1)O)O β-Phenyl-1,N2-etheno-8-(2-phenylethyl)thioguanosine tert-butyl-7-formyl-6-hydroxy-3,4-dihydro-1H-isoquinoline-2-carboxylate